1-(2-cyclopropylethyl)-3-(4-(trifluoromethyl)pyridin-2-yl)-1,3,8-triazaspiro[4.5]decane-2,4-dione hydrochloride Cl.C1(CC1)CCN1C(N(C(C12CCNCC2)=O)C2=NC=CC(=C2)C(F)(F)F)=O